CSC=1C=CC=C2C=C(C=CC12)O[Si](C(C)C)(C(C)C)C(C)C 8-(methylthio)-3-{[tri(propan-2-yl)silyl]oxy}naphthalene